(Z,Z)-8,10-dodecadien-1-ol C(CCCCCC\C=C/C=C\C)O